5-(4-((8-cyclopentyl-2-methyl-3-oxo-3,4-dihydroquinoxalin-6-yl)methyl)piperazin-1-yl)-6-fluoro-N-methylpyridinecarboxamide C1(CCCC1)C=1C=C(C=C2NC(C(=NC12)C)=O)CN1CCN(CC1)C=1C=CC(=NC1F)C(=O)NC